OCCNC1=NC=2N(C(N(C(C2N1CC1=CC=C(C=C1)C1=CC=C(C=C1)C(C)C)=O)C)=O)C 8-((2-hydroxyethyl)amino)-7-((4'-isopropyl-[1,1'-biphenyl]-4-yl)methyl)-1,3-dimethyl-3,7-dihydro-1H-purine-2,6-dione